tert-butyl (3S)-4-{6-[(4-bromopyridin-2-yl)amino]pyridin-3-yl}-3-methylpiperazine-1-carboxylate BrC1=CC(=NC=C1)NC1=CC=C(C=N1)N1[C@H](CN(CC1)C(=O)OC(C)(C)C)C